(3S,4S)-4-((R)-5H-imidazo[5,1-a]isoindol-5-yl)-tetrahydrofuran-3-amine C=1N=CN2C1C1=CC=CC=C1[C@H]2[C@@H]2[C@@H](COC2)N